C(C)(C)(C)OC(=O)N1CC2=CC=CC=C2C[C@H]1C(=O)O (S)-2-(tert-butoxycarbonyl)-1,2,3,4-tetrahydroisoquinoline-3-carboxylic acid